butyl (2-((9-(2-((2S,4R)-2-((3-chloro-2-fluorobenzyl)carbamoyl)-4-fluoropyrrolidin-1-yl)-2-oxoethyl)-9H-purin-6-yl)amino)ethyl)carbamate ClC=1C(=C(CNC(=O)[C@H]2N(C[C@@H](C2)F)C(CN2C3=NC=NC(=C3N=C2)NCCNC(OCCCC)=O)=O)C=CC1)F